C(#N)C1=CC=C(OC2CN(CC2)C2=C(N=NC(=C2)C=2C(NC(NC2)=O)=O)C#N)C=C1 4-[3-(4-cyanophenoxy)pyrrolidin-1-yl]-6-(2,4-dioxo-1H-pyrimidin-5-yl)pyridazine-3-carbonitrile